tert-Butyl 3-{[5-(5-carbamoyl-2-chlorophenyl)-1-trityl-1H-indazol-3-yl]carbamoyl}piperidine-1-carboxylate C(N)(=O)C=1C=CC(=C(C1)C=1C=C2C(=NN(C2=CC1)C(C1=CC=CC=C1)(C1=CC=CC=C1)C1=CC=CC=C1)NC(=O)C1CN(CCC1)C(=O)OC(C)(C)C)Cl